diprenyl tartrate C(=O)(OCC=C(C)C)C(O)C(O)C(=O)OCC=C(C)C